(1S,2S)-2-carbamimidamidocyclopentane-1-carboxylic acid N(C(=N)N)[C@@H]1[C@H](CCC1)C(=O)O